C1(CC1)C1=CC(=C(C#N)C=C1)NC1=CC=CC2=C1CCO2 4-cyclopropyl-2-((2,3-dihydrobenzofuran-4-yl)amino)benzonitrile